CC=1C(=NC(=C(C(=O)O)C1)Cl)CS(=O)(=O)C methyl-2-chloro-6-[(methylsulfonyl)methyl]nicotinic acid